6-phenylhex-3,5-dien-2-one C1(=CC=CC=C1)C=CC=CC(C)=O